C(C)(C)N1N=C(C=C1C1[C@H]2CC(C[C@@H]12)N1CCC2(CS(C2)(=O)=O)CC1)C=1C=NC=C(C1)C(F)(F)F 7-((1R,3r,5S,6r)-6-(1-Isopropyl-3-(5-(trifluoromethyl)pyridin-3-yl)-1H-pyrazol-5-yl)bicyclo[3.1.0]hexan-3-yl)-2-thia-7-azaspiro[3.5]nonane 2,2-dioxide